azido-3-(trifluoromethyl)-[1,1'-biphenyl]-4-formic acid N(=[N+]=[N-])C1=C(C=CC(=C1C(F)(F)F)C(=O)O)C1=CC=CC=C1